5-(((trans-3-(3-cyclopropyl-4-(1H-pyrrolo[2,3-b]pyridin-6-yl)-1H-pyrazol-1-yl)cyclobutyl)methyl)amino)-2-(2,6-dioxopiperidin-3-yl)isoindoline-1,3-dione C1(CC1)C1=NN(C=C1C1=CC=C2C(=N1)NC=C2)[C@@H]2C[C@H](C2)CNC=2C=C1C(N(C(C1=CC2)=O)C2C(NC(CC2)=O)=O)=O